ClC=1C=C2C(=NC=NC2=C(C1C1=C(C=CC=C1O)F)F)N1CCN(CC1)C(\C=C\CN(C)C)=O (E)-1-(4-(6-chloro-8-fluoro-7-(2-fluoro-6-hydroxyphenyl)quinazolin-4-yl)piperazin-1-yl)-4-(dimethylamino)but-2-en-1-one